((3R)-1-(1-Hydroxypropan-2-yl)piperidin-3-yl)carbamate OCC(C)N1C[C@@H](CCC1)NC([O-])=O